(2R,6R)-N-{[2-(3,3-dimethylbutyl)-2-azaspiro[3.3]heptan-6-yl]methyl}-2,6-dimethyl-4-[5-(trifluoromethyl)pyrimidin-2-yl]piperazine-1-carboxamide CC(CCN1CC2(C1)CC(C2)CNC(=O)N2[C@@H](CN(C[C@H]2C)C2=NC=C(C=N2)C(F)(F)F)C)(C)C